2-(((tetrahydrofuran-3-yl)methyl)amino)pyrido[2,3-d]pyrimidin-7(8H)-one O1CC(CC1)CNC=1N=CC2=C(N1)NC(C=C2)=O